(S)-N-(6-chloro-5-(2-cyclopropoxy-1-((3-(1,3-dioxoisoindolin-2-yl)-2,2-difluoropropyl)amino)ethyl)pyridazin-3-yl)pivalamide ClC1=C(C=C(N=N1)NC(C(C)(C)C)=O)[C@@H](COC1CC1)NCC(CN1C(C2=CC=CC=C2C1=O)=O)(F)F